tert-butyl (2R,5S)-4-(8-(chloromethyl)-3,9-dimethyl-2-oxo-3,9-dihydro-2H-purin-6-yl)-2-ethyl-5-methylpiperazine-1-carboxylate ClCC=1N(C=2N(C(N=C(C2N1)N1C[C@H](N(C[C@@H]1C)C(=O)OC(C)(C)C)CC)=O)C)C